FC(COC=1C=CC(=NC1)[C@@H](C)NC(CC=1C=NC(=CC1)C1(CC1)C(F)(F)F)=O)(F)F (R)-N-(1-(5-(2,2,2-trifluoroethoxy)pyridin-2-yl)ethyl)-2-(6-(1-(trifluoromethyl)cyclopropyl)pyridin-3-yl)acetamide